ClC1=C(C=C(C=C1)NC(CSC1=NN2C=NC(=CC2=N1)C(F)(F)F)=O)[N+](=O)[O-] N-(4-chloro-3-nitrophenyl)-2-((7-(trifluoromethyl)-[1,2,4]triazolo[1,5-c]pyrimidin-2-yl)thio)acetamide